COC1=C(CN(CC(=O)NCCCC(=O)O)C)C(=CC(=C1)C1=CN(C(C2=CN=CC=C12)=O)C)OC 4-(2-((2,6-Dimethoxy-4-(2-Methyl-1-Oxo-1,2-Dihydro-2,7-Naphthyridin-4-Yl)Benzyl)(Methyl)Amino)Acetamido)Butanoic acid